2-Chloro-4-[1-(trifluoromethyl)cyclopropyl]pyrimidine ClC1=NC=CC(=N1)C1(CC1)C(F)(F)F